N-[(6-{[benzyl(methyl)amino]methyl}imidazo[1,2-a]pyridin-2-yl)methyl]-4-oxo-4H-pyrido[1,2-a]pyrimidine-2-carboxamide C(C1=CC=CC=C1)N(C)CC=1C=CC=2N(C1)C=C(N2)CNC(=O)C=2N=C1N(C(C2)=O)C=CC=C1